C(C1=CC=CC=C1)N1N=CC=2C(=CC=CC12)C(=O)NC 1-benzyl-N-methyl-1H-indazole-4-carboxamide